5,7-di-tert-butyl-3-(3,4-xylyl)benzofuran C(C)(C)(C)C=1C=C(C2=C(C(=CO2)C2=CC(=C(C=C2)C)C)C1)C(C)(C)C